O([C@H]1[C@@H](O)[C@H](O)[C@H](O)CO1)C methyl beta-D-arabinopyranoside